FC(F)CC(=O)N(N)C1=CC=C(C=C1)Br difluoromethyl-N-(4-bromophenyl)acethydrazide